ClC1=NC=C(C(=C1)C1=C(C=NC(=C1)C)C(=O)NC=1SC2=C(N1)CN(C2)C(=O)C2=NC=C(C=N2)Cl)OC(F)F 2'-chloro-N-(5-(5-chloropyrimidine-2-carbonyl)-5,6-dihydro-4H-pyrrolo[3,4-d]thiazol-2-yl)-5'-(difluoromethoxy)-6-methyl-[4,4'-bipyridine]-3-carboxamide